NC(C#N)C1=NN2N=CC=CC2=C1 2-amino-2-pyrazolo[1,5-b]pyridazin-2-yl-acetonitrile